bis-fluorosulfonic acid FOS(=O)(=O)F